BrC1=CC=C(C=C1)C1CCC(CC1)(F)F 1-bromo-4-(4,4-difluorocyclohexyl)benzene